C1(=CC=CC2=CC=CC=C12)C1=C2C=CC=CC2=C(C2=CC=CC=C12)Br 10-(1-naphthyl)-9-bromoanthracene